(4-((tetrahydro-2H-pyran-4-yl)methyl)morpholin-2-yl)methylamine hydrochloride Cl.O1CCC(CC1)CN1CC(OCC1)CN